1,3-thiazole-4(5H)-one S1C=NC(C1)=O